(4-aminomethylphenyl)boronic acid hydrochloride Cl.NCC1=CC=C(C=C1)B(O)O